FC=1C=C(C=C(C1N1CC2(COC2)C1)F)N1C(O[C@H](C1)CNC(=O)C1CC1)=O (S)-N-((3-(3,5-difluoro-4-(2-oxa-6-azaspiro[3.3]hept-6-yl)phenyl)-2-oxo-oxazolidin-5-yl)methyl)cyclopropanecarboxamide